Methyl 6-((3-chlorophenyl)amino)-3,4-dihydro-2H-pyrimido[1,2-c]quinazoline-9-carboxylate ClC=1C=C(C=CC1)NC1=NC=2C=C(C=CC2C=2N1CCCN2)C(=O)OC